C(C)(C)C1=CC=C(CNC(=O)C=2SC(=CC2)S(=O)(=O)NC)C=C1 N-(4-isopropylbenzyl)-5-(N-methylaminosulfonyl)thiophene-2-carboxamide